C(CCCCC)C=1OCCN1 2-n-hexyl-2-oxazolin